barium 2-(tert-butyl)-2-hexyl malonate C(CC(=O)[O-])(=O)OC(C)(CCCC)C(C)(C)C.[Ba+2].C(C)(C)(C)C(C)(CCCC)OC(CC(=O)[O-])=O